ClC1=CC=C(C=C1)C1=N[C@H](C=2N(C3=C1C(=C(S3)C)C)C(=NN2)C)CC(=O)OCC2=CC=C(C=C2)C(NC2=C(C=CC=C2)N)=O 4-((2-aminophenyl)carbamoyl)benzyl (S)-2-(4-(4-chlorophenyl)-2,3,9-trimethyl-6H-thieno[3,2-f][1,2,4]triazolo[4,3-a][1,4]diazepin-6-yl)acetate